tert-Butyl N-[3-cyano-4-(3-ethylsulfonyl-5-methyl-9,10-dihydro-7H-pyrano[4,3-f]quinazolin-6-yl)-7-fluoro-benzothiophen-2-yl]carbamate C(#N)C1=C(SC2=C1C(=CC=C2F)C=2C1=C(C=3C=NC(=NC3C2C)S(=O)(=O)CC)CCOC1)NC(OC(C)(C)C)=O